4-(1-((6-((6-azaspiro[3.4]octan-6-yl)methyl)imidazo[1,2-a]pyridin-2-yl)methyl)-1H-1,2,3-triazol-4-yl)-6-(methylsilyl)-1-(tetrahydro-2H-pyran-2-yl)-1H-indazole C1CCC12CN(CC2)CC=2C=CC=1N(C2)C=C(N1)CN1N=NC(=C1)C1=C2C=NN(C2=CC(=C1)[SiH2]C)C1OCCCC1